C1(=CC=C(C=C1)C1NC2=CC=CC=C2CC1)C1=CC=CC=C1 2-(4-biphenyl)yl-1,2,3,4-tetrahydroquinoline